ClC=1C=C(CNCCC(=O)NCCCNC2=C3C(=NC(=C2)C2=CC=NC=C2)NN=C3)C=CC1OC(F)(F)F 3-((3-chloro-4-(trifluoromethoxy)benzyl)amino)-N-(3-((6-(pyridin-4-yl)-1H-pyrazolo[3,4-b]pyridin-4-yl)amino)propyl)propanamide